C1(=CC=CC=C1)N(C=1C=CC=2N(C3=CC=CC=C3C2C1)C1=CC=C(C=C1)C=1C2=CC=CC=C2C(=C2C=CC=CC12)C1=CC=CC=C1)C1=CC=CC=C1 N,N-diphenyl-9-[4-(10-phenyl-9-anthryl)phenyl]-9H-carbazole-3-amine